4-(((5-chloropyridin-3-yl)methyl)amino)-6-(3,5-dimethylisoxazol-4-yl)-N-(1,1-dioxidotetrahydro-2H-thiopyran-4-yl)quinazoline-2-carboxamide ClC=1C=C(C=NC1)CNC1=NC(=NC2=CC=C(C=C12)C=1C(=NOC1C)C)C(=O)NC1CCS(CC1)(=O)=O